3-(2,3,5-tris(5H-pyrido[4,3-b]indol-5-yl)pyridin-4-yl)benzonitrile C1=NC=CC=2N(C=3C=CC=CC3C21)C2=NC=C(C(=C2N2C1=C(C=3C=CC=CC23)C=NC=C1)C=1C=C(C#N)C=CC1)N1C2=C(C=3C=CC=CC13)C=NC=C2